FC(S(=O)(=O)[O-])(F)F.C[N+]1=CNC=C1 3-methylimidazolium trifluoromethanesulfonate